NNCC1=CC=CC=C1 monoaminobenzylamine